FC(OC1=CC=C(C=C1)S(=O)(=O)N1[C@H]2CC(C[C@@H]1CC2)NCC2OCCC(C2)O)F ((((1r,3r,5s)-8-((4-(difluoromethoxy)phenyl)sulfonyl)-8-azabicyclo[3.2.1]oct-3-yl)amino)methyl)tetrahydro-2H-pyran-4-ol